CN1C(=CC=C1)/C=C/C(=O)OCC ethyl (E)-3-(1-methyl-1H-pyrrol-2-yl)acrylate